ClC1=NC=C(C2=C1N=C(N=C2N2CCC1(CCN(C1)C)CC2)C2=CC=NC=C2)OC 8-chloro-5-methoxy-4-(2-methyl-2,8-diazaspiro[4.5]decan-8-yl)-2-(pyridin-4-yl)pyrido[3,4-d]pyrimidine